1,2,4,5-tetrakis(p-phosphonophenyl)benzene ethyl-(2R)-3-(3-cyano-1H-pyrazol-1-yl)-2-hydroxypropionate C(C)OC([C@@H](CN1N=C(C=C1)C#N)O)=O.P(=O)(O)(O)C1=CC=C(C=C1)C1=C(C=C(C(=C1)C1=CC=C(C=C1)P(=O)(O)O)C1=CC=C(C=C1)P(=O)(O)O)C1=CC=C(C=C1)P(=O)(O)O